Benzo[b]furan-2-carboxaldehyde O1C2=C(C=C1C=O)C=CC=C2